ClC1=C(C=CC=C1)C1=C(C(=CC=C1)C1=C(C=CC=C1)Cl)O 2,6-bis(2-chlorophenyl)phenol